ClC=1C=CC2=C(C(=NC(CN2)OC(C)=O)C2=C(C=CC=C2)Cl)C1 7-chloro-5-(2-chlorophenyl)-1,3-dihydro-3-acetoxy-2H-1,4-benzodiazepine